butyl 4-methylbenzene-1-sulfonate CC1=CC=C(C=C1)S(=O)(=O)OCCCC